N-methyl-2-(5-methyl-3-phenyl-1H-pyrazol-1-yl)-6-(methylsulfanyl)pyridine-3-sulfonamide CNS(=O)(=O)C=1C(=NC(=CC1)SC)N1N=C(C=C1C)C1=CC=CC=C1